CCCCCCCCCCCCCCCC(C(=O)O)O The molecule is a 2-hydroxy fatty acid that is heptadecanoic acid (margaric acid) substituted by a hydroxy group at position 2. It derives from a heptadecanoic acid.